6,7-dimethoxy-N-(4-(4-morpholinyl)phenyl)-4-trifluoromethylquinazolin-2-amine COC=1C=C2C(=NC(=NC2=CC1OC)NC1=CC=C(C=C1)N1CCOCC1)C(F)(F)F